Titanium (acetate) C(C)(=O)[O-].[Ti+4].C(C)(=O)[O-].C(C)(=O)[O-].C(C)(=O)[O-]